N-(2-tert-butylphenyl)benzamide C(C)(C)(C)C1=C(C=CC=C1)NC(C1=CC=CC=C1)=O